iodo sulfide ISI